S1C=NC2=C1C=C(C=C2)C(C)N2C[C@@H](N(C[C@H]2CC)C=2C=1C(N(C(N2)=O)C)=CNN1)CC 7-((2S,5R)-4-(1-(benzo[d]thiazol-6-yl)ethyl)-2,5-diethylpiperazin-1-yl)-4-methyl-2,4-dihydro-5H-pyrazolo[4,3-d]pyrimidin-5-one